C(#N)C=1C=C(C=CC1)C=1N=C(SC1C1=CC(=NC(=C1)C)C(C)OCC1=CC=C(C=C1)OC)NC(=O)N1CC2(COC2)C1 N-[4-(3-cyanophenyl)-5-[2-[1-[(4-methoxyphenyl)methoxy]ethyl]-6-methyl-4-pyridinyl]thiazol-2-yl]-2-oxa-6-azaspiro[3.3]heptane-6-carboxamide